8-(1-((6-chloro-2-(1-hydroxy-1,3-dihydrobenzo[c][1,2]oxaborol-6-yl)pyridine-3-yl)amino)ethyl)-2-cyclopropyl-3,6-dimethyl-4H-chromen-4-one ClC1=CC=C(C(=N1)C=1C=CC2=C(B(OC2)O)C1)NC(C)C=1C=C(C=C2C(C(=C(OC12)C1CC1)C)=O)C